racemic-2-morpholinyl-1-phenylpropione N1(CCOCC1)[C@H](CC1=CC=CC=C1)C(=O)CC |r|